CCC(CC)NC1=C(C=CC(=C1)C(=O)O)N2C(=O)CCC2(CO)CO 1-[4-carboxy-2-(3-pentylamino)phenyl]-5,5'-di(hydroxymethyl)pyrrolidin-2-one